(nitrovinyl)benzeneboronic acid [N+](=O)([O-])C=CC1=C(C=CC=C1)B(O)O